C(#N)C1=C(C=C(C=C1)NC(C(=C)C1=CC=CC=C1)=O)C(F)(F)F N-(4-cyano-3-(trifluoromethyl)phenyl)-2-phenylacrylamide